3-chloro-4-cyanophenyl 2,3-dideoxy-3-[4-(2-hydroxythiazol-4-yl)-1H-1,2,3-triazol-1-yl]-1-thio-alpha-D-galactopyranoside OC=1SC=C(N1)C=1N=NN(C1)[C@@H]1C[C@@H](SC2=CC(=C(C=C2)C#N)Cl)O[C@@H]([C@@H]1O)CO